C(C)N1CC(=C(C2=CC=C3C(=C12)SC1=C3C=CC=C1)O)C(C(F)(F)F)=O 1-ethyl-4-hydroxy-3-(2,2,2-trifluoroethan-1-on-1-yl)-[1]benzothieno[3,2-h]quinolin